N-{[4-({(3R)-1-[2-(2-methoxyethoxy)ethyl]pyrrolidin-3-yl}amino)-3-nitrophenyl]sulfonyl}-2-(1H-pyrrolo[2,3-b]pyridin-5-yloxy)benzamide COCCOCCN1C[C@@H](CC1)NC1=C(C=C(C=C1)S(=O)(=O)NC(C1=C(C=CC=C1)OC=1C=C2C(=NC1)NC=C2)=O)[N+](=O)[O-]